C(N)(=O)C1=[N+](C=CC(=C1)[C@H]1CN(CCC1(F)F)[C@H](C(=O)NC1=NC=C(C=C1)OC1=C(C=C(C=C1)F)F)C)[O-] 2-carbamoyl-4-((s)-1-((s)-1-((5-(2,4-difluorophenoxy)pyridin-2-yl)amino)-1-oxopropan-2-yl)-4,4-difluoropiperidin-3-yl)pyridine 1-oxide